ethyl 4-amino-5-hydroxy-6-methoxybenzo[b]thiophene-2-carboxylate NC1=C(C(=CC=2SC(=CC21)C(=O)OCC)OC)O